Tert-Butyl-2-((3-(2-((6,6-Dimethyl-2,4-Dioxo-3-Azabicyclo[3.1.0]Hexan-3-Yl)Methyl)Thieno[3,2-B]Pyridin-7-Yl)-5-(Trifluoromethyl)-1h-Pyrazol-1-Yl)Methyl)Morpholine-4-Carboxylate C(C)(C)(C)OC(=O)N1CC(OCC1)CN1N=C(C=C1C(F)(F)F)C1=C2C(=NC=C1)C=C(S2)CN2C(C1C(C1C2=O)(C)C)=O